S1CNCC1 (2Z)-thiazolidine